Tert-butyl 2-(2,6-diisopropyl-4-(4,4,5,5-tetramethyl-1,3,2-dioxaborolan-2-yl)phenyl)acetate C(C)(C)C1=C(C(=CC(=C1)B1OC(C(O1)(C)C)(C)C)C(C)C)CC(=O)OC(C)(C)C